(4-benzoylpiperazine-1-yl)-6,7-bis(2-methoxyxanthoxy)quinazoline C(C1=CC=CC=C1)(=O)N1CCN(CC1)C1=NC2=CC(=C(C=C2C=N1)OC1C2=CC=CC=C2OC=2C=CC(=CC12)OC)OC1C2=CC=CC=C2OC=2C=CC(=CC12)OC